C(=O)(O)C1=C(C=C(C(=O)OCCC)C#N)C=CC=C1C(=O)O n-propyl 2,3-dicarboxy-α-cyanocinnamate